C(C)(C)(C)N1[C@H](C=CC1)CO[Si](C1=CC=CC=C1)(C1=CC=CC=C1)C(C)(C)C tert-butyl-(R)-2-((tert-butyldiphenylsiloxy)methyl)-2,5-dihydro-1H-pyrrole